C(#N)C=1C=C(C=C(C1)F)[C@H]1N(OCC1)C(=O)[C@@H]1CC[C@H](CC1)COC=1C=CC(=C(C#N)C1)F trans-5-((4-((S)-3-(3-cyano-5-fluorophenyl)isoxazolidine-2-carbonyl)cyclohexyl)methoxy)-2-fluorobenzonitrile